C(C)OC(=O)C=1C2=C(N(C1C)S(=O)(=O)CC1=CC=CC=C1)C(CC2C2CC2)=O 4-Cyclopropyl-2-methyl-6-oxo-1-toluenesulfonyl-1,4,5,6-tetrahydrocyclopenta[b]pyrrole-3-carboxylic acid ethyl ester